6-(3-((Benzyloxy)methyl)-4-ethyl-5-oxo-4,5-dihydro-1H-1,2,4-triazol-1-yl)-2-(2-chloro-4,6-dimethylpyridin-3-yl)-7-fluoro-4-(prop-1-en-2-yl)-3,4-dihydroisoquinolin-1(2H)-one C(C1=CC=CC=C1)OCC1=NN(C(N1CC)=O)C=1C=C2C(CN(C(C2=CC1F)=O)C=1C(=NC(=CC1C)C)Cl)C(=C)C